C[C@]12CC[C@@H](CC1=CC[C@@H]3[C@@H]2CC[C@]4([C@H]3C[C@H](C4=O)O)C)OS(=O)(=O)O The molecule is an androstanoid that is dehydroepiandrosterone 3-sulfate substituted by a hydroxy group at the 16alpha-position. It has a role as a human xenobiotic metabolite. It is a steroid sulfate, a 17-oxo steroid, an androstanoid, a 16alpha-hydroxy steroid and a secondary alpha-hydroxy ketone. It derives from a dehydroepiandrosterone. It is a conjugate acid of a 16alpha-hydroxydehydroepiandrosterone 3-sulfate(1-).